4,4-bis(mercaptomethyl)biphenyl SCC1(CC=C(C=C1)C1=CC=CC=C1)CS